COC([C@@H](CC1=CC(=C(C=C1)OC1=CC=CC=C1)OC1=CC=CC=C1)O)=O (R)-3-(3,4-bis(phenoxy)phenyl)-2-hydroxypropionic acid methyl ester